C1[C@@H]([C@H](OC2=C1C(=CC(=C2[C@@H]3[C@H]([C@H](OC4=C3C=CC(=C4)O)C5=CC(=C(C(=C5)O)O)O)O)O)O)C6=CC(=C(C=C6)O)O)O The molecule is a ring assembly that consist of (+)-catechin and epirobinetinidol units. Isolated from Acacia mearnsii, it exhibits inhibitory activity against alpha-amylase. It has a role as a metabolite and an EC 3.2.1.1 (alpha-amylase) inhibitor. It is a hydroxyflavan and a ring assembly. It derives from a (+)-catechin.